Methylenepentene C=C=CCCC